(1s,4s)-4-((4-(2,2-difluoroethoxy)-5-(quinolin-6-yl)pyrrolo[2,1-f][1,2,4]triazin-2-yl)amino)-1-methylcyclohexan-1-ol FC(COC1=NC(=NN2C1=C(C=C2)C=2C=C1C=CC=NC1=CC2)NC2CCC(CC2)(O)C)F